ONC(=O)C=1C=2CN(CC2C=CC1)C=1NC(=CN1)C N-hydroxy-2-(5-methyl-1H-imidazol-2-yl)isoindoline-4-carboxamide